ethyl (3S)-3-(2-(5-bromo-2-fluorophenyl)-2-(3-chloro-2-oxo-4-(trifluoromethyl)pyridin-1(2H)-yl)acetamido)-3-(4-fluoro-2'-hydroxy-5,6'-dimethyl-[1,1'-biphenyl]-3-yl)propanoate BrC=1C=CC(=C(C1)C(C(=O)N[C@@H](CC(=O)OCC)C=1C=C(C=C(C1F)C)C1=C(C=CC=C1C)O)N1C(C(=C(C=C1)C(F)(F)F)Cl)=O)F